[O-2].[Fe+2].[Li] lithium iron(II) oxide